C(CP([O-])(F)F)P([O-])(F)F ethane-1,2-diylbis(difluorophosphite)